FC=1C=CC(=C(C1)C1CCN(CC1)[C@H]1CC2(CN(C2)C=2C=NC=NC2)CC1)OC1CCOCC1 (R)-6-(4-(5-fluoro-2-((tetrahydro-2H-pyran-4-yl)oxy)phenyl)piperidin-1-yl)-2-(pyrimidin-5-yl)-2-azaspiro[3.4]octane